6-[6-(4-Chloropyrazol-1-yl)-3-ethylsulfonyl-2-pyridinyl]-7-methyl-3-(trifluoromethyl)imidazo[4,5-c]pyridazine ClC=1C=NN(C1)C1=CC=C(C(=N1)C1=NC2=C(N=NC(=C2)C(F)(F)F)N1C)S(=O)(=O)CC